6-Chloro-N-(1-methylpiperidin-4-yl)-2-[4-(4-pyrazin-2-ylpiperazin-1-yl)phenyl]-3H-imidazo[4,5-b]pyridin-7-amine ClC=1C(=C2C(=NC1)NC(=N2)C2=CC=C(C=C2)N2CCN(CC2)C2=NC=CN=C2)NC2CCN(CC2)C